1-acetyl-pyrazole C(C)(=O)N1N=CC=C1